CN1N=C(C=C1)C(=O)N1CCC2(C(C2)CNC(=O)C2=CC=3C(=CN=CC3)O2)CC1 N-[[6-(1-methylpyrazole-3-carbonyl)-6-azaspiro[2.5]octan-2-yl]methyl]furo[2,3-c]pyridine-2-carboxamide